2-amino-3-({9-[(3β,8ξ,9ξ,14ξ,17ξ,20ξ)-cholest-5-en-3-yloxy]nonyl}oxy)-2-{[(9Z,12Z)-octadeca-9,12-dien-1-yloxy]methyl}propan-1-ol NC(CO)(COCCCCCCCCCO[C@@H]1CC2=CCC3C4CCC(C(CCCC(C)C)C)[C@]4(CCC3[C@]2(CC1)C)C)COCCCCCCCC\C=C/C\C=C/CCCCC